6-(3-methoxy-4-(4-methoxybenzyloxy)phenylamino)-3-morpholinoquinoxaline-5-carbonitrile COC=1C=C(C=CC1OCC1=CC=C(C=C1)OC)NC1=C(C=2N=C(C=NC2C=C1)N1CCOCC1)C#N